1-(cyclopropyl(decanoyloxy)methyl)-5-(4-(hexyloxy)-1,2,5-thiadiazol-3-yl)-1-methyl-1,2,3,6-tetrahydropyridin-1-ium formate C(=O)[O-].C1(CC1)C([N+]1(CCC=C(C1)C1=NSN=C1OCCCCCC)C)OC(CCCCCCCCC)=O